FC1=C(C=CC(=C1)C(F)(F)F)COC1CN(C1)C(=O)N1CC2(C1)CC(C2)C2=NN=C(N2)[C@@H](C(F)(F)F)O [3-[[2-fluoro-4-(trifluoromethyl)phenyl]methoxy]azetidin-1-yl]-[6-[5-[(1S)-2,2,2-trifluoro-1-hydroxy-ethyl]-4H-1,2,4-triazol-3-yl]-2-azaspiro[3.3]heptan-2-yl]methanone